2-(3-methoxyphenyl)thieno[3,2-d]pyrimidin-4(3H)-one COC=1C=C(C=CC1)C=1NC(C2=C(N1)C=CS2)=O